C(C)(C)(C)OC(N(C)CCCNC(=O)C1=NN2C(N=C(C=C2C2=CC=CC=C2)C2=CC=CC=C2)=C1)=O.O=C1CCC(=CC1)C1=CC=C(C=C1)NC(O)=O.C(N)(OC(C)(C)C)=O tert-butyl carbamate (4'-oxo-2',3',4',5'-tetrahydro-[1,1'-biphenyl]-4-yl)carbamate tert-butyl-(3-(5,7-diphenylpyrazolo[1,5-a]pyrimidine-2-carboxamido)propyl)(methyl)carbamate